C1(CC1)[C@H](C=1C=CC2=C(NC(=N2)[C@H](NC(=O)C2=CC=NN2C(C)C)[C@H]2OCCCC2)C1)NC(CC1CC(C1)(F)F)=O |o1:12,24| N-((S*)-(6-((R)-Cyclopropyl(2-(3,3-difluorocyclobutyl)acetamido)methyl)-1H-benzo[d]imidazol-2-yl)((S*)-tetrahydro-2H-pyran-2-yl)methyl)-1-isopropyl-1H-pyrazole-5-carboxamide